methyl (S)-2-((2-(2,6-difluoro-4-(1H-imidazol-1-yl)phenyl)-7-methylimidazo[1,2-a]pyridin-3-yl)methyl)morpholine-4-carboxylate FC1=C(C(=CC(=C1)N1C=NC=C1)F)C=1N=C2N(C=CC(=C2)C)C1C[C@H]1CN(CCO1)C(=O)OC